NC1=NC(=C2N=CN(C2=N1)[C@H]1C[C@@H]([C@H](O1)COCP(=O)(OC1=CC=CC=C1)N[C@@H](C)C(=O)OC(C)C)O)S isopropyl (((((2R,3S,5R)-5-(2-amino-6-mercapto-9H-purin-9-yl)-3-hydroxytetrahydrofuran-2-yl)methoxy)methyl)(phenoxy)phosphoryl)-L-alaninate